BrC1=C(C#N)C=C(C=C1)N1N=NN=C1CN(C)C1CCCCC1 2-bromo-5-(5-((cyclohexyl-(methyl)amino)methyl)-1H-tetrazol-1-yl)benzonitrile